2,6-dimethylpiperidine-4-carboxylic acid CC1NC(CC(C1)C(=O)O)C